C1(=CC=CC=C1)C=1N=C(N=NC1C1=CC=CC=C1)C1=CC=C(C=C1)C=1N=NC(=C(N1)C1=CC=CC=C1)C1=CC=CC=C1 5,6,5',6'-tetraphenyl-3,3'-(1,4-phenylene)bis[1,2,4-triazine]